3-(trifluoromethyl)-5H,6H,7H,8H-(1,2,4)triazolo[4,3-a]pyridine-7-carboxylic acid methyl ester COC(=O)C1CC=2N(CC1)C(=NN2)C(F)(F)F